COC(C1=CC=C(C=C1)O)=O Methyl-4-hydroxybenzoat